2-(1-methyl-1H-pyrazol-4-yl)benzo[d]oxazol-6-amine CN1N=CC(=C1)C=1OC2=C(N1)C=CC(=C2)N